CC1=CC=C(C=C1)S(=O)(=O)OCC(COS(=O)(=O)C1=CC=C(C=C1)C)OC1=C(C=CC=C1)Cl 2-(2-chlorophenoxy)propane-1,3-diyl bis(4-methylbenzenesulfonate)